5-[(4,4-difluorocyclohexyl)methyl]-2-(2,2,2-trifluoroethyl)-2,4-dihydro-3H-1,2,4-triazol-3-one FC1(CCC(CC1)CC=1NC(N(N1)CC(F)(F)F)=O)F